2-(4-(4-((2-(cyclohexylmethoxy)-4-fluorophenyl)amino)pyrido[3,2-d]pyrimidin-6-yl)-1H-pyrazol-1-yl)-1-(piperazin-1-yl)ethan-1-one C1(CCCCC1)COC1=C(C=CC(=C1)F)NC=1C2=C(N=CN1)C=CC(=N2)C=2C=NN(C2)CC(=O)N2CCNCC2